C1=CC=C2C(=C1)C3=NC4=C5C(=C(N4)N=C6C7=C(C(=C(C=C7C(=N6)N=C8C9=CC=CC=C9C(=NC2=N3)N8F)F)F)F)C(=C(C(=C5F)F)F)F octafluorophthalocyanine